DL-6-HYDROXYNORLEUCINE OCCCC[C@@H](N)C(=O)O |r|